(±)-2-(3-(2-(7-Bromobenzofuran-5-yl)-2-hydroxy-ethoxy)-2-hydroxy-phenyl)acetic acid ethyl ester C(C)OC(CC1=C(C(=CC=C1)OC[C@H](O)C=1C=C(C2=C(C=CO2)C1)Br)O)=O |r|